FC=1C=C(C=CC1C=1C=NC(=CC1)C=1N=NN(N1)C1CC1)N1C(O[C@H](C1)C(CF)O)=O (R)-3-(3-fluoro-4-(6-(2-cyclopropyl-2H-tetrazol-5-yl)pyridin-3-yl)phenyl)-5-(1-hydroxy-2-fluoroethyl)oxazolidin-2-one